BrC1=CC=C(C=C1)N1CC(CC1=O)NC(OC(C)(C)C)=O tert-butyl [1-(4-bromophenyl)-5-oxopyrrolidin-3-yl]carbamate